aluminium tri-tert-butoxide CC(C)(C)[O-].CC(C)(C)[O-].CC(C)(C)[O-].[Al+3]